BrC=1C=C2C(OCC3=NN(C=C3C=3C(=CC(=C(NS(C(C1OC)=C2)(=O)=O)C3)F)F)CCOC)=O 12-bromo-18,20-difluoro-13-methoxy-4-(2-methoxyethyl)-15,15-dioxo-8-oxa-15λ6-thia-4,5,16-triazatetracyclo[15.3.1.110,14.02,6]docosa-1(21),2,5,10,12,14(22),17,19-octaen-9-one